C(CCC)C=1N(C2=C(C=NC=3C=CC=CC23)N1)CC1=CC=C(CNC(OC(C)(C)C)=O)C=C1 tert-butyl (4-((2-butyl-1H-imidazo[4,5-c]quinolin-1-yl)methyl)benzyl)carbamate